N-(5-((4-(aminomethyl)-1H-pyrazol-1-yl)methyl)-3,4-dihydro-2H-chromeno[8,7-d]isoxazol-9-yl)-4-ethyl-2-methoxybenzenesulfonamide hydrochloride Cl.NCC=1C=NN(C1)CC1=C2CCCOC2=C2C(=NOC2=C1)NS(=O)(=O)C1=C(C=C(C=C1)CC)OC